hexafluoropropylene ketone FC(C1(C(F)(F)C1=O)F)(F)F